C(CCCCCC)C1OC2=CC(=CC=C2C(C1)NCC1=CC(=C(C(=C1)F)F)F)OC heptyl-4-(3,4,5-trifluorobenzylamino)-7-methoxychroman